C(CCCC)OC(\C=C/C(=O)OCCCCC)=O (Z)-but-2-enedioic acid dipentyl ester